(1R,5S,6r)-N-(5-(isoquinolin-6-yl)thiazol-2-yl)-3-methyl-3-aza-bicyclo[3.1.0]hexane-6-carboxamide C1=NC=CC2=CC(=CC=C12)C1=CN=C(S1)NC(=O)C1[C@H]2CN(C[C@@H]12)C